2'-[ethylenebis(iminotrimethyleneimino)]bis(ethylamine) C(CNCCCNNCC)NCCCNNCC